C=C1C[C@@H]2CC[C@H](N2C1)COC(=O)OC1=CC=C(C=C1)[N+](=O)[O-] (5S,7aS)-2-methylene-5-((((4-nitrophenoxy)carbonyl)oxy)methyl)tetrahydro-1H-pyrrolizin